COC=1C=C(C=CC1[N+](=O)[O-])OC1CCN(CC1)C(=O)O 4-((3-methoxy-4-nitrophenyl)oxy)piperidin-1-carboxylic acid